Cl.NCC(=O)NCCNC(OC1=CC=C(C=C1)\C=C\C1=CC(=CC(=C1)OC)OC)=O (E)-4-(3,5-dimethoxystyryl)phenyl (2-(2-aminoacetamido)ethyl)carbamate Hydrochloride